tert-butyl {4-[7-chloro-10-[2-(tetrahydro-2H-pyran-2-yloxy)ethyl]-11-oxo-10,11-dihydro-5H-dibenzo[b,e][1,4]diazepin-5-yl]butyl} imidodicarbonate C(=O)(OC(C)(C)C)NC(=O)OCCCCN1C2=C(N(C(C3=C1C=CC=C3)=O)CCOC3OCCCC3)C=CC(=C2)Cl